lanthanum-cerium-yttrium [Y].[Ce].[La]